N-(6-cyclopropylpyridazin-3-yl)-5-(5-fluoro-2-methylpyridin-4-yl)pyrazolo[1,5-a]pyridin-2-amine C1(CC1)C1=CC=C(N=N1)NC1=NN2C(C=C(C=C2)C2=CC(=NC=C2F)C)=C1